N-[(4S,5R)-3,3-difluoro-1-methyl-5-methyl-4-piperidyl]-6-{3-[4-(N-methylcarbamoyl)-5-fluoro-2-anisidino]-1-propynyl}-1-(2,2,2-trifluoroethyl)-1H-benzo[d]imidazole-4-carboxamide FC1(CN(C[C@H]([C@@H]1NC(=O)C1=CC(=CC=2N(C=NC21)CC(F)(F)F)C#CCNC=2C(OC)=CC(=C(C2)C(NC)=O)F)C)C)F